N-[5-(2-Chloro-6-methyl-4-pyridyl)-4-(3-cyanophenyl)thiazol-2-yl]-4-(oxetan-3-yl)piperazin-1-carboxamid ClC1=NC(=CC(=C1)C1=C(N=C(S1)NC(=O)N1CCN(CC1)C1COC1)C1=CC(=CC=C1)C#N)C